methyl 4-piperidinate N1CCC(CC1)C(=O)OC